NCCNC(=O)C1=CN(CCS1)C=1C2=C(N=CN1)NC=C2 N-(2-aminoethyl)-4-(7H-pyrrolo[2,3-d]pyrimidin-4-yl)-3,4-dihydro-2H-1,4-thiazine-6-carboxamide